C(C)(C)(C)OC(=O)NCC1=CC2=C(N=CS2)C=C1 6-((tert-butoxycarbonylamino)methyl)benzothiazole